CC[C@H](C)[C@@H](C(=O)N[C@@H](C)C(=O)NCC(=O)N[C@@H](CC1=CC=C(C=C1)O)C(=O)N[C@@H](CC[C@H](CN)O[C@H]2[C@@H]([C@H]([C@H]([C@H](O2)CO)O)O)O)C(=O)NCC(=O)N[C@@H](CCC(=O)O)C(=O)N[C@@H](CCC(=O)N)C(=O)NCC(=O)N3CCC[C@H]3C(=O)N[C@@H](CCCCN)C(=O)NCC(=O)N[C@@H](CCC(=O)O)C(=O)N[C@@H]([C@@H](C)O)C(=O)O)NC(=O)CN The molecule is a fifteen-membered glycopeptide comprising glycyl, isoleucyl, alanyl, glycyl, tyrosyl, (5R)-5-(beta-D-galactopyranosyloxy)lysyl, glycyl. alpha-glutamyl, glutaminyl, glycyl, prolyl, lysyl, glycyl, alpha-glutamyl and threonine residues coupled in sequence.